3-((2,3-dichlorophenyl)amino)-3-oxopropanoic acid ethyl ester C(C)OC(CC(=O)NC1=C(C(=CC=C1)Cl)Cl)=O